C12(CC(C1)C2)N2C[C@H](N(S(C1=C2C=C(C(=C1)O\C=C(\C(=O)OCC)/F)C1=CC=CC=C1)(=O)=O)C)CCCC ethyl (R,Z)-3-((5-(bicyclo[1.1.1]pentan-1-yl)-3-butyl-2-methyl-1,1-dioxido-7-phenyl-2,3,4,5-tetrahydrobenzo[f][1,2,5]thiadiazepin-8-yl)oxy)-2-fluoroacrylate